C1(CC1)C=1C=CC=C2C(=NC(=NC12)C)NC(C1=CC=C(C=C1)F)=O N-(8-cyclopropyl-2-methyl-quinazolin-4-yl)-4-fluorobenzamide